C(CCCC)C(=O)N pentane-1-carboxamide